N1(CCCCCC1)C=1N=C(C2=C(C=NNC2=O)N1)NC1=CC=C(C=C1)N1CCN(CC1)CCC(=O)O 3-(4-(4-((2-(azepan-1-yl)-5-oxo-5,6-dihydropyrimido[4,5-d]pyridazin-4-yl)amino)phenyl)piperazin-1-yl)propanoic acid